sodium 1-(2,2-difluoro-3β,7β-dihydroxy-5β-cholan-24-yl)-piperidine-3-carboxylate FC1([C@@H](C[C@H]2C[C@@H]([C@H]3[C@@H]4CC[C@H]([C@@H](CCCN5CC(CCC5)C(=O)[O-])C)[C@]4(CC[C@@H]3[C@]2(C1)C)C)O)O)F.[Na+]